(4-Methyl-2-(methylthio)-6-phenylpyrimidin-5-yl)methanol CC1=NC(=NC(=C1CO)C1=CC=CC=C1)SC